(2R)-1-acetyl-5-bromo-2-methyl-indoline-6-sulfonamide C(C)(=O)N1[C@@H](CC2=CC(=C(C=C12)S(=O)(=O)N)Br)C